COC1=C(C=C(C(=C1)N1CCN(CC1)C)C=1C=NN(C1)C)C1=NC(=CC(=N1)N)N (2-methoxy-5-(1-methyl-1H-pyrazol-4-yl)-4-(4-methylpiperazin-1-yl)phenyl)pyrimidine-4,6-diamine